nitrous acid, fluoride N(=O)F